ClC1=NC=C(C(=C1)C1=NOC[C@H](N1)CC1=CC=C(C=C1)C)OC1=CC(=CC=C1)C(F)(F)F |r| (5RS)-3-{2-chloro-5-[3-(trifluoromethyl)phenoxy]pyridin-4-yl}-5-(4-methyl-benzyl)-5,6-dihydro-4H-1,2,4-oxadiazine